4-(3-((3-methoxybenzyl)(quinolin-7-ylmethyl)amino)benzyl)piperazin-2-one COC=1C=C(CN(C=2C=C(CN3CC(NCC3)=O)C=CC2)CC2=CC=C3C=CC=NC3=C2)C=CC1